ClC=1C=C(C=CC1C1CCC2(OCCO2)CC1)C[C@@H](C(=O)OCC)C ethyl (S)-3-(3-chloro-4-(1,4-dioxaspiro[4.5]decan-8-yl)phenyl)-2-methylpropanoate